5-(1-bromoethyl)-4-methyl-2-(methylthio)pyrimidine BrC(C)C=1C(=NC(=NC1)SC)C